N-(4-((2-acetamidopyridin-4-yl)ethynyl)-6-(2,2-difluoroethoxy)pyrimidin-5-yl)-2,2,2-trifluoroacetamide C(C)(=O)NC1=NC=CC(=C1)C#CC1=NC=NC(=C1NC(C(F)(F)F)=O)OCC(F)F